FC1=C2NC(C=3N(C2=C(C(=C1)C1=C2C=CN(C2=CC(=C1)F)CCOC)OC)C(=NN3)C)(C)C 6-Fluoro-8-[6-fluoro-1-(2-methoxy-ethyl)-1H-indol-4-yl]-9-methoxy-1,4,4-trimethyl-5H-[1,2,4]triazolo[4,3-a]quinoxaline